ClC=1C=C2CC(COC2=CC1)C(=O)C1=CN(C=2N=C(N=CC21)C=2C=NNC2OC)CC(C)(C)O (6-Chlorochroman-3-yl)-[7-(2-hydroxy-2-methyl-propyl)-2-(5-methoxy-1H-pyrazol-4-yl)pyrrolo[2,3-d]pyrimidin-5-yl]methanone